ClC1=C(C=C2C(C(=CN(C2=N1)C1=C(C=C(C=C1F)F)F)C(=O)NC(C)C(C(F)(F)F)(F)F)=O)F 7-chloro-6-fluoro-4-oxo-N-[3,3,4,4,4-pentafluorobutan-2-yl]-1-(2,4,6-trifluorophenyl)-1,4-dihydro-1,8-naphthyridine-3-carboxamide